2-[2-(2-oxoimidazolidin-1-yl)ethoxy]-1-naphthonitrile O=C1N(CCN1)CCOC1=C(C2=CC=CC=C2C=C1)C#N